F[C@H]1C[C@H](N(C1)C(CN1CCC(CC1)OC1=CC=NC2=CC=C(C=C12)F)=O)C#N (2S,4S)-4-Fluoro-1-(2-(4-((6-fluorochinolin-4-yl)oxy)piperidin-1-yl)acetyl)pyrrolidin-2-carbonitril